NC1=NC=CC(=C1F)CC=1C(=C(C=NC1)NC1CC2(CN(C2)C)C1)C N-[5-[(2-amino-3-fluoro-4-pyridyl)methyl]-4-methyl-3-pyridyl]-2-methyl-2-azaspiro[3.3]heptan-6-amine